C(C)(C)(C)OC(=O)N1CCC(CC1)C=1C=C2C(=C(NC2=CC1)C1=CC(=NC=C1F)Cl)C(C)C 4-(2-(2-chloro-5-fluoropyridin-4-yl)-3-isopropyl-1H-indol-5-yl)piperidine-1-carboxylic acid tert-butyl ester